N-(8,9-difluoro-6-oxo-1,4,5,6-tetrahydro-2H-pyrano[3,4-c]isoquinolin-1-yl)-N-methyl-indolizine-1-carboxamide FC=1C(=CC=2C3=C(NC(C2C1)=O)COCC3N(C(=O)C=3C=CN1C=CC=CC31)C)F